C1(CCCC1)NC1=CC=C(C=C1)[C@@H]1N(CCC[C@@H]1C(=O)NC1=CC(=C(C=C1)CO)C(F)(F)F)C(C1=C(C=CC=C1C)F)=O (2R,3S)-2-[4-(cyclopentylamino)phenyl]-1-(2-fluoro-6-methyl-benzoyl)-N-[4-(hydroxymethyl)-3-(trifluoromethyl)phenyl]Piperidine-3-carboxamide